2-(methoxymethyl)prop-2-en-1-ol COCC(CO)=C